(S)-2,2'-bis[bis(3,4,5-trimethoxyphenyl)phosphino]-4,4',5,5',6,6'-hexamethoxy-1,1'-biphenyl COC=1C=C(C=C(C1OC)OC)P(C1=C(C(=C(C(=C1)OC)OC)OC)C1=C(C=C(C(=C1OC)OC)OC)P(C1=CC(=C(C(=C1)OC)OC)OC)C1=CC(=C(C(=C1)OC)OC)OC)C1=CC(=C(C(=C1)OC)OC)OC